ClC=1N=C(C(=NC1)NC(C1=NC(=CC=C1)OCC)=O)NC1=C(C=CC=C1OC)OC N-(5-chloro-3-((2,6-dimethoxyphenyl)amino)pyrazin-2-yl)-6-ethoxypicolinamide